C(=O)(O)CC1=CC(=C(C(=O)O)C=C1)C 4-(carboxymethyl)-2-methylbenzoic acid